(5,5-dioxido-6,7-dihydro-4H-pyrazolo[5,1-c][1,4]thiazin-2-yl)((3R,3'R)-3'-hydroxy-1,4-dihydro-2H-spiro[isoquinoline-3,4'-piperidin]-1'-yl)methanone O=S1(CC=2N(CC1)N=C(C2)C(=O)N2C[C@H]([C@@]1(CC2)NCC2=CC=CC=C2C1)O)=O